COC[C@@]1(N2CCC(C1=O)CC2)COP(=O)(OC[C@]2(N1CCC(C2=O)CC1)COC)N[C@@H](C)C(=O)OCC1=CC=CC=C1 benzyl (bis(((1S,2R,4S)-2-(methoxymethyl)-3-oxoquinuclidin-2-yl)methoxy)phosphoryl)-L-alaninate